5-bromo-4-[3-(trifluoromethyl)-7,8-dihydro-5H-1,6-naphthyridin-6-yl]thieno[2,3-d]pyrimidine BrC1=CSC=2N=CN=C(C21)N2CC=1C=C(C=NC1CC2)C(F)(F)F